FC(CN1C(=NC=2C1=NC(=CC2)C=2C=CN1N=C(N=C(C12)NC)N[C@H]1C(CN(CC1)C(C)=O)(F)F)C)F (R)-1-(4-((5-(3-(2,2-Difluoroethyl)-2-methyl-3H-imidazo[4,5-b]pyridin-5-yl)-4-(methylamino)pyrrolo[2,1-f][1,2,4]triazin-2-yl)amino)-3,3-difluoropiperidin-1-yl)ethan-1-one